CC1=C(C=C(OC2=CC=C(C(=O)N)C=C2)C=C1)NC1=NC=C2N(C(N(C2=N1)C1CCOCC1)=O)C 4-(4-methyl-3-((7-methyl-8-oxo-9-(tetrahydro-2H-pyran-4-yl)-8,9-dihydro-7H-purin-2-yl)amino)phenoxy)benzamide